C[Si](O[Si](C)(O[Si](C)(C)O[Si](C)(C)C)O[Si](C)(C)O[Si](C)(C)C)(O[Si](C)(C)C)C tris[[dimethyl(trimethylsilyloxy)silyl]oxy]-methyl-silane